di-(m-trifluoromethyl-phenyl)methylene(cyclopentadienyl)(2,7-di-tert-butylfluorenyl)zirconium dichloride [Cl-].[Cl-].FC(C=1C=C(C=CC1)C(=[Zr+2](C1=C(C=CC=2C3=CC=C(C=C3CC12)C(C)(C)C)C(C)(C)C)C1C=CC=C1)C1=CC(=CC=C1)C(F)(F)F)(F)F